CC1=NN(C(=C1)C)C1=CC=C(C=C1)C1CN(C1)C(=O)N1C[C@@H]2[C@@H](OCC(N2)=O)CC1 (4aR,8aS)-6-[3-[4-(3,5-Dimethylpyrazol-1-yl)phenyl]azetidine-1-carbonyl]-4,4a,5,7,8,8a-hexahydropyrido[4,3-b][1,4]oxazin-3-one